C1(CC1)N1CCN(CC1)CCCOC=1C=C2C(=NC=NC2=CC1OC)C1=CC=C(C=C1)NC(CC1=CC=C(C=C1)C(F)(F)F)=O N-(4-(6-(3-(4-cyclopropylpiperazin-1-yl)propoxy)-7-methoxyquinazolin-4-yl)phenyl)-2-(4-(trifluoromethyl)phenyl)acetamide